C1(CC1)S(=O)(=O)NC=1SC=C(N1)C(C(=O)NC1=NC=C(C=C1F)C1=NC(=CN=C1)OCC)(C)C 2-(2-(cyclopropanesulfonamido)thiazol-4-yl)-N-(5-(6-ethoxypyrazin-2-yl)-3-fluoropyridin-2-yl)-2-methylpropanamide